(3-hydroxypropyl)-3-phenylthiourea OCCCNC(=S)NC1=CC=CC=C1